The molecule is the hydrochloride salt of ketamine. It has a role as an analgesic, a NMDA receptor antagonist and an intravenous anaesthetic. It contains a ketamine. C[NH2+]C1(CCCCC1=O)C2=CC=CC=C2Cl.[Cl-]